5-methylphenanthroline iron (II) [Fe+2].CC1=C2C=CC=NC2=C2N=CC=CC2=C1